O=C1N(CC[C@@H]1NC(CCCCCCCCCCCCCC)=O)CC1=CC=C(C(=O)N2C[C@H]([C@@H](C2)C(=O)N[C@@H]2[C@H](C2)C2=CC=CC=C2)C(=O)N[C@@H]2[C@H](C2)C2=CC=CC=C2)C=C1 (3S,4S)-1-(4-(((S)-2-oxo-3-pentadecanamidopyrrolidin-1-yl)methyl)benzoyl)-N3,N4-bis((1S,2R)-2-phenylcyclopropyl)pyrrolidine-3,4-dicarboxamide